(6-(pyrrolidin-3-yl)pyridin-2-yl)methanol N1CC(CC1)C1=CC=CC(=N1)CO